C(C1=CC=CC=C1)N1C([C@@H](OCC1)O[C@H](C)C1=CC(=CC(=C1)C(F)(F)F)C(F)(F)F)=O |r| (2SR)-4-benzyl-2-((1RS)-1-(3,5-bis(trifluoromethyl)phenyl)ethoxy)morpholin-3-one